(S)-1-(4-(2-(3,5-dichloro-4-((S)-3-chloro-2-hydroxypropoxy)phenyl)propan-2-yl)phenoxy)-3-hydroxypropan-2-yl acetate C(C)(=O)O[C@H](COC1=CC=C(C=C1)C(C)(C)C1=CC(=C(C(=C1)Cl)OC[C@@H](CCl)O)Cl)CO